(S)-8-chloro-4-((3-chloro-4-fluorophenyl)amino)-6-(((6-(oxetan-3-yl)-4,5,6,7-tetrahydrothieno[2,3-c]pyridin-3-yl)(1H-1,2,3-triazol-4-yl)methyl)amino)quinoline-3-carbonitrile ClC=1C=C(C=C2C(=C(C=NC12)C#N)NC1=CC(=C(C=C1)F)Cl)N[C@H](C=1N=NNC1)C1=CSC=2CN(CCC21)C2COC2